NC1=NN=CC2=C1C(CC2C(=O)NC=2C=NC(=C(C2)Cl)N2N=CC=N2)(C)C 1-amino-N-(5-chloro-6-(2H-1,2,3-triazol-2-yl)pyridin-3-yl)-7,7-dimethyl-6,7-dihydro-5H-cyclopenta[d]pyridazine-5-carboxamide